4-chloro-N-[1-(4-chlorobutyryl)-4-methyl-pyrazol-3-yl]-N-methyl-butyramide ClCCCC(=O)N(C)C1=NN(C=C1C)C(CCCCl)=O